2-[6-(ethoxycarbonyl)-5-methyl-2,4-dioxo-1-[(2S)-2-phenyl-2-(prop-2-yloxy)ethyl]-1H,2H,3H,4H-thieno[2,3-d]pyrimidin-3-yl]-2-methylpropionic acid C(C)OC(=O)C1=C(C2=C(N(C(N(C2=O)C(C(=O)O)(C)C)=O)C[C@@H](OC(C)C)C2=CC=CC=C2)S1)C